C1ONC(C)(CC2=CC=CC=C2)OC1 ethylenedioxyamphetamine